7-Chloro-1,3-dihydroisobenzofuran-1-ol ClC=1C=CC=C2COC(C12)O